[Si](C)(C)(C(C)(C)C)OCC(C=1N=C2N(C=C(C=C2)C2CC2)C1)N1C=NC(=C1)C#N (2-((tert-butyldimethylsilyl)oxy)-1-(6-cyclopropylimidazo[1,2-a]pyridin-2-yl)ethyl)-1H-imidazole-4-carbonitrile